11-[[[(3S)-1-(6-amino-3-pyridyl)-3-piperidyl]-[(2-methoxy-4-pyridyl)methyl]amino]methyl]-6,7-difluoro-2-methyl-4-oxa-1-azatricyclo[7.3.1.05,13]trideca-5(13),6,8,11-tetraen-10-one NC1=CC=C(C=N1)N1C[C@H](CCC1)N(CC1=CC(=NC=C1)OC)CC=1C(C2=CC(=C(C=3OCC(N(C1)C32)C)F)F)=O